[C@@H]12N(C[C@@H](NC1)C2)C=2C=CC=1N=CN=C(C1N2)NC=2C=NC=C(C2)OC(F)F 6-[(1S,4S)-2,5-diazabicyclo[2.2.1]heptan-2-yl]-N-[5-(difluoromethoxy)-3-pyridyl]pyrido[3,2-d]pyrimidin-4-amine